trans-4-(dimethylamino)-N-(6-(1-methyl-5-(piperidin-1-ylmethyl)-1H-pyrazol-4-yl)isoquinolin-3-yl)cyclohexane-1-carboxamide CN([C@@H]1CC[C@H](CC1)C(=O)NC=1N=CC2=CC=C(C=C2C1)C=1C=NN(C1CN1CCCCC1)C)C